4-(7-(difluoromethoxy)imidazo[1,2-a]pyridin-3-yl)-N-((3S,4S)-4-fluoropiperidin-3-yl)pyrimidin-2-amine FC(OC1=CC=2N(C=C1)C(=CN2)C2=NC(=NC=C2)N[C@H]2CNCC[C@@H]2F)F